O=C1N(C(C=C1)=O)CCC#N 2,5-dihydro-2,5-dioxo-1H-pyrrole-1-propionitrile